Cl.N1CCC(CC1)C1=C2C(=NC=C1)NC(=N2)C2CCOCC2 7-(4-piperidyl)-2-tetrahydropyran-4-yl-3H-imidazo[4,5-b]pyridine, hydrochloride